FC=1C=C(C=C(C1)C(F)(F)F)CC1CC2(CNC2)C1 6-[[3-fluoro-5-(trifluoromethyl)phenyl]methyl]-2-azaspiro[3.3]heptane